iron-silicon-chromium [Cr].[Si].[Fe]